2-[5-[4-(1-phenylethylamino)quinazolin-6-yl]-3-pyridyl]propan-2-ol C1(=CC=CC=C1)C(C)NC1=NC=NC2=CC=C(C=C12)C=1C=C(C=NC1)C(C)(C)O